FC=1C(=C(C=CC1F)[C@@H]1[C@@H](O[C@@H](C1)C(F)(F)F)C(=O)NC1=CC(=NC=C1)C(=O)N)OC (2R,3R,5S)-4-[[3-(3,4-difluoro-2-methoxy-phenyl)-5-(trifluoromethyl)tetrahydrofuran-2-carbonyl]amino]pyridine-2-carboxamide